2-hydroxy-3-(2-methacryloyloxyethyl)-5-t-butylphenol OC1=C(C=C(C=C1CCOC(C(=C)C)=O)C(C)(C)C)O